FC1=CC2=C(C(=C(O2)C)C(=O)NC2(CCOCC2)CO)C=C1OCC=1C(=NC=CC1)O 6-fluoro-N-(4-(hydroxymethyl)tetrahydro-2H-pyran-4-yl)-5-((2-hydroxypyridin-3-yl)methoxy)-2-methylbenzofuran-3-carboxamide